CSC=1C=C(C(=O)O)C=C(C1)SC 3,5-bis(methylthio)benzoic acid